P(=O)(OC1=C(C(=CC=C1)Br)Br)(OC1=C(C(=CC=C1)Br)Br)OC1=C(C(=CC=C1)Br)Br tri(2,3-dibromophenyl) phosphate